OC1=C(C=C2C=CC(OC2=C1)=O)\N=N\C1=CC=CC=C1 (E)-7-hydroxy-2-oxo-6-(phenyldiazenyl)-2H-chromene